FC=1C(=C(C=C2CCN(CC12)CCC(C)C)O)N1CC(NS1(=O)=O)=O 5-[8-fluoro-6-hydroxy-2-(3-methylbutyl)-1,2,3,4-tetrahydroisoquinolin-7-yl]-1λ6,2,5-thiadiazolidine-1,1,3-trione